methyl 5-fluoro-6-((2-methyl-1H-benzo[d]imidazol-1-yl)methyl)nicotinate FC=1C(=NC=C(C(=O)OC)C1)CN1C(=NC2=C1C=CC=C2)C